(S)-1-(3-(4-amino-3-((2-(cyclopropylamino)benzo[d]oxazol-5-yl)ethynyl)-1H-pyrazolo[3,4-d]pyrimidin-1-yl)pyrrolidin-1-yl)prop-2-en-1-one NC1=C2C(=NC=N1)N(N=C2C#CC=2C=CC1=C(N=C(O1)NC1CC1)C2)[C@@H]2CN(CC2)C(C=C)=O